FC(C=1N=CC(=NC1)OCC(=O)O)(F)F 2-((5-(trifluoromethyl)pyrazin-2-yl)oxy)acetic acid